COC1=CC=C(C=C1)NC(=S)N 1-(4'-methoxyphenyl)thiourea